Cl.C1(CC1)COC1=C(CNCC2CCNCC2)C=C(C(=C1)F)F N-(2-(cyclopropylmethoxy)-4,5-difluorobenzyl)-1-(piperidin-4-yl)methanamine hydrochloride